ethyl 5-(3-ethoxy-3-oxopropanamido)-4-(tetrahydro-2H-pyran-4-yl)-1H-pyrazole-3-carboxylate C(C)OC(CC(=O)NC1=C(C(=NN1)C(=O)OCC)C1CCOCC1)=O